ClC1=NN2C(C=N1)=CC=C2C2(CCC2)CC 2-chloro-7-(1-ethylcyclobutyl)pyrrolo[2,1-f][1,2,4]triazine